1-(2-(1-amino-2,2,2-trifluoroethyl)-6-cyclopropylimidazo[1,2-a]pyridin-8-yl)-3-methylimidazolidine-2,4-dione NC(C(F)(F)F)C=1N=C2N(C=C(C=C2N2C(N(C(C2)=O)C)=O)C2CC2)C1